N,N,N-triethyl-1-adamantylammonium chloride [Cl-].C(C)[N+](CC)(CC)C12CC3CC(CC(C1)C3)C2